3-[2-[[2-[2,6-bis(oxidanylidene)piperidin-3-yl]-1-oxidanylidene-3H-isoindol-5-yl]oxy]ethoxy]propanoic acid O=C1NC(CCC1N1C(C2=CC=C(C=C2C1)OCCOCCC(=O)O)=O)=O